[O-]CCCC.[O-]CCCC.[O-]CCCC.[O-2].[V+5] vanadium oxide tributoxide